O=C1NC(CCC1N1C(C2=CC(=C(C=C2C1=O)F)N1CC(C1)(CO)F)=O)=O 2-(2,6-Dioxopiperidin-3-yl)-5-fluoro-6-[3-fluoro-3-(hydroxymethyl)azetidin-1-yl]-2,3-dihydro-1H-isoindole-1,3-dione